C(C1=CC=CC=C1)N1CC2(C1)CC(C2)NC(=O)N2[C@@H](CN(C[C@@H]2C)C2=NC=C(C=N2)S(=O)(=O)CC)C (2R,6S)-N-{2-benzyl-2-azaspiro[3.3]heptan-6-yl}-4-[5-(ethanesulfonyl)pyrimidin-2-yl]-2,6-dimethylpiperazine-1-carboxamide